C(C1=CC=CC=C1)OC1=NN2C(C=CC=C2Cl)=C1C(=O)OCC Ethyl 2-(benzyloxy)-7-chloropyrazolo[1,5-a]pyridine-3-carboxylate